3-[3-[[1-(trifluoromethyl)cyclopropyl]methyl]-1,2,4-oxadiazol-5-yl]azetidine-1-carboxylic acid tert-butyl ester C(C)(C)(C)OC(=O)N1CC(C1)C1=NC(=NO1)CC1(CC1)C(F)(F)F